tris-(3-methyldimethoxysilyl-1-propyl) trithiophosphate P(=S)(SCCC[Si](OC)(OC)C)(SCCC[Si](OC)(OC)C)OCCC[Si](OC)(OC)C